C(C1=CC=CC=C1)N(CCC=C)C[C@@H](CF)OC (S)-N-benzyl-N-(3-fluoro-2-methoxypropyl)but-3-en-1-amine